thiobis-2,1-ethanediol S(C(CO)O)C(CO)O